6-((3-fluorobenzyl)thio)-1-(oxetan-3-ylmethyl)-5-phenyl-1H-pyrazolo[3,4-d]pyrimidin-4(5H)-one FC=1C=C(CSC=2N(C(C3=C(N2)N(N=C3)CC3COC3)=O)C3=CC=CC=C3)C=CC1